6-(2,4-dimethoxypyrimidin-5-yl)-8-(3-(trifluoromethyl)-3-((5-(trifluoromethyl)pyridin-2-yl)oxy)azetidin-1-yl)imidazo[1,2-b]pyridazine COC1=NC=C(C(=N1)OC)C=1C=C(C=2N(N1)C=CN2)N2CC(C2)(OC2=NC=C(C=C2)C(F)(F)F)C(F)(F)F